CC1=NN=C(C2=CC(=CC=C12)O[C@@H]1CN(CC1)C)N[C@H](C)C1=C(C(=CC=C1)C(F)(F)F)C 4-methyl-N-((R)-1-(2-methyl-3-(trifluoromethyl)phenyl)ethyl)-7-(((S)-1-methylpyrrolidin-3-yl)oxy)phthalazin-1-amine